O[C@@H](CCCCCCCC(=O)O)CCCCCCCCC (R)-9-Hydroxyl-Stearic Acid